O.ClC=1C=C(C=CC1F)NC1=NC=NC2=CC(=C(C=C12)NC(\C=C\CN1CCCCC1)=O)OC (2E)-N-{4-[(3-chloro-4-fluorophenyl)amino]-7-methoxyquinazolin-6-yl}-4-(piperidin-1-yl)but-2-enamide monohydrate